6-[4-fluoro-2-(fluoromethyl)phenyl]-2-(2-pyridinyloxymethyl)imidazo[1,2-a]pyrimidine FC1=CC(=C(C=C1)C=1C=NC=2N(C1)C=C(N2)COC2=NC=CC=C2)CF